COCCN1C(C(=CCC1)C1=CC=2C(=NC=CC2NC=2C=CC3=C(N=CS3)C2)S1)C N-(2-(1-(2-methoxyethyl)-2-methyl-1,2,5,6-tetrahydropyridin-3-yl)thieno[2,3-b]pyridin-4-yl)-benzo[d]thiazol-5-amine